6-(2-hydroxy-2-(3-(2-methylpyridin-3-yl)phenyl)acetyl)-2-(1-phenylcyclopropyl)-5,6,7,8-tetrahydropyrido[4,3-d]pyrimidin-4(3H)-one OC(C(=O)N1CC2=C(N=C(NC2=O)C2(CC2)C2=CC=CC=C2)CC1)C1=CC(=CC=C1)C=1C(=NC=CC1)C